NC=1C=CC(=NC1)OC1=CC(=C(C#N)C=C1)CC 4-[(5-amino-2-pyridinyl)oxy]-2-ethyl-benzonitrile